Chlorine Sodium [Na].[Cl]